COCNC(C=C)=O N-methoxymethylacrylamide